ClC=1C=C(NC2(CCC3(C(=CC4=CC=CC=C34)C[C@H](C#CCCC)COC3=C4C(=NC=C3)C=CS4)CC2)C(=O)OC)C=CC1 methyl (1r,4R)-4-(3-chloroanilino)-2'-[(2R)-2-{[(thieno[3,2-b]pyridin-7-yl)oxy]methyl}hept-3-yn-1-yl]spiro[cyclohexane-1,1'-indene]-4-carboxylate